6-((2R,4S)-2-(1-cyclopropyl-1H-pyrazol-4-yl)tetrahydro-2H-pyran-4-yl)-8-(2-fluoro-4-(trifluoromethyl)phenyl)-2,3-dimethylpyrimidino[5,4-d]pyrimidin-4(3H)-one C1(CC1)N1N=CC(=C1)[C@@H]1OCC[C@@H](C1)C=1N=C(C=2N=C(N(C(C2N1)=O)C)C)C1=C(C=C(C=C1)C(F)(F)F)F